3-(2-methoxyphenyl)-N-(5-(3-(trifluoromethyl)bicyclo[1.1.1]pentan-1-yl)-1,3,4-thiadiazol-2-yl)isonicotinamide COC1=C(C=CC=C1)C1=C(C(=O)NC=2SC(=NN2)C23CC(C2)(C3)C(F)(F)F)C=CN=C1